N-(((2R,3R)-1-cyclopropyl-4-(6-(6-(difluoromethyl)imidazo[1,2-b]pyridazin-3-yl)pyrimidin-4-yl)-3-methylpiperazin-2-yl)methyl)methanesulfonamide C1(CC1)N1[C@@H]([C@H](N(CC1)C1=NC=NC(=C1)C1=CN=C2N1N=C(C=C2)C(F)F)C)CNS(=O)(=O)C